C(C)N1C=NC2=C1N=NC=C2C=2C=CC(=C(C2)C2=CC1=C(N(C(CO1)=O)CCCN1CCN(CC1)C)C=C2OC)F 7-(5-(7-Ethyl-7H-imidazo[4,5-c]pyridazin-4-yl)-2-fluorophenyl)-6-methoxy-4-(3-(4-methylpiperazin-1-yl)propyl)-3,4-dihydro-2H-1,4-benzoxazin-3-one